C(C)(C)(C)OOC1(CCCCC1)OOC(C)(C)C 1,1-bis(tert-butyl-peroxy)cyclohexane